1,2-bis(bromomethyl)-4-fluorobenzene BrCC1=C(C=C(C=C1)F)CBr